C(C)O\N=C(\C1=NC(=C(C=C1)S(=O)(=O)C)C=1SC=C(N1)C1=CC=CC=C1)/N (Z)-N'-ethoxy-5-(methylsulfonyl)-6-(4-Phenylthiazol-2-yl)picolinimidamide